6-(2-methoxyethoxy)-N-methyl-1H-indole COCCOC1=CC=C2C=CN(C2=C1)C